(S)-4-(2-(4-(ethoxycarbonyl)thiazol-2-yl)-2-pivaloylaminoethyl)phenylaminosulfonic acid C(C)OC(=O)C=1N=C(SC1)[C@H](CC1=CC=C(C=C1)NS(=O)(=O)O)NC(C(C)(C)C)=O